5-(1-buten-4-yloxy)carbonylamino-3-(1,2,3,4,5,8-hexahydroindolizin-7-yl)-benzothiophene C=CCCOC(=O)NC=1C=CC2=C(C(=CS2)C2=CCN3CCCC3C2)C1